4-((2-((2-(1,4-diazabicyclo[3.2.1]octan-4-yl)pyrimidin-5-yl)oxy)-6-(3,5-dichlorophenyl)pyridin-4-yl)methyl)-4-azabicyclo[5.1.0]octane-8-carboxylic acid N12CCN(C(CC1)C2)C2=NC=C(C=N2)OC2=NC(=CC(=C2)CN2CCC1C(C1CC2)C(=O)O)C2=CC(=CC(=C2)Cl)Cl